C(C)(=O)N1CCC(CC1)NC1=NC=C2C3(CNC(C2=C1)=O)CC3 7'-((1-Acetylpiperidin-4-yl)amino)-2',3'-dihydro-1'H-spiro[cyclopropan-1,4'-[2,6]naphthyridine]-1'-one